COC1=CC=C(C=C1)N[C@H]1CN(CC1)C1=NC=CC(=N1)NC=1C=C2C=NNC2=CC1 (R)-N-(2-(3-((4-methoxyphenyl)amino)pyrrolidin-1-yl)pyrimidin-4-yl)-1H-indazol-5-amine